(1S,2S)-3-(5-(2-fluoropropane-2-yl)isoOxazole-3-carbonyl)-N-((S)-3-oxo-1-((S)-2-oxopyrrolidin-3-yl)-4-(trifluoromethoxy)butan-2-yl)-3-azabicyclo[3.1.0]Hex-4-ene-2-carboxamide FC(C)(C)C1=CC(=NO1)C(=O)N1[C@@H]([C@H]2CC2=C1)C(=O)N[C@@H](C[C@H]1C(NCC1)=O)C(COC(F)(F)F)=O